7-(2-((tert-butyldimethylsilyl)oxy)ethoxy)-6-cyclopropylimidazo[1,2-b]pyridazine [Si](C)(C)(C(C)(C)C)OCCOC1=CC=2N(N=C1C1CC1)C=CN2